CC1(CN(C2=CC(=CC=C12)N1C(N(C(C1=O)(C)C)CC1=CC(=NC=C1)N[C@@H](COCCOC)C)=O)S(=O)(=O)C)C (R)-3-(3,3-dimethyl-1-(methylsulfonyl)indolin-6-yl)-1-((2-((1-(2-methoxyethoxy)propan-2-yl)amino)pyridin-4-yl)methyl)-5,5-dimethylimidazolidine-2,4-dione